ClC1=CC(=C(COC2=CC=CC(=N2)C=2CCN(CC2)CC=2N(C3=C(C=NC(=C3)C(=O)O)N2)C[C@H]2OCC2)C=C1)F (S)-2-((6-((4-chloro-2-fluorobenzyl)oxy)-3',6'-dihydro-[2,4'-bipyridin]-1'(2'H)-yl)methyl)-1-(oxetan-2-ylmethyl)-1H-imidazo[4,5-c]pyridine-6-carboxylic acid